(3R*,4R*)-1-Cyclopropylmethyl-4-{[1-(2,4-difluoro-phenyl)-1H-[1,2,3]triazole-4-carbonyl]-amino}-piperidine-3-carboxylic acid ((R)-1-cyclobutyl-ethyl)-amide C1(CCC1)[C@@H](C)NC(=O)[C@@H]1CN(CC[C@H]1NC(=O)C=1N=NN(C1)C1=C(C=C(C=C1)F)F)CC1CC1 |o1:9,14|